[N+](=O)([O-])[O-].[Cd+2].BrC1=C(C=C(C=C1)Cl)COC(OCC)OCC.[N+](=O)([O-])[O-] 1-bromo-4-chloro-2-[(diethoxymethoxy)methyl]benzene cadmium(II) nitrate